CCCCCCCCCCCCCC(=O)SCCNC(=O)CCNC(=O)[C@@H](C(C)(C)COP(=O)([O-])[O-])O The molecule is an S-acyl-4-phosphopantetheine obtained by deprotonation of the phosphate OH groups of S-tetradecanoyl-4'-phosphopantetheine; major species at pH 7.3. It is a conjugate base of a S-tetradecanoyl-4'-phosphopantetheine.